5-(3-hydroxypropoxy)-N-methylpyridineamide OCCCOC=1C=CC(=NC1)C(=O)NC